N-(4-methyl-3-{2-[3-(methylamino)prop-1-yn-1-yl]-6-(morpholin-4-yl)pyridin-4-yl}phenyl)-2-(trifluoromethyl)pyridine-4-carboxamide CC1=C(C=C(C=C1)NC(=O)C1=CC(=NC=C1)C(F)(F)F)C1=CC(=NC(=C1)N1CCOCC1)C#CCNC